C(C)(C)(C)NC1=C2C(=NC=C1N)N(C=C2)S(=O)(=O)C2=CC=CC=C2 N4-(tert-butyl)-1-(phenylsulfonyl)-1H-pyrrolo[2,3-b]pyridine-4,5-diamine